bromo-3,3,8-trimethyl-2,3-dihydroimidazo[1,5-a]pyridine-1,5-dione BrN1C(N2C(=C(C=CC2=O)C)C1=O)(C)C